4-methylpiperidine-4-carboxylic acid ethyl ester formate salt C(=O)O.C(C)OC(=O)C1(CCNCC1)C